C(C)(C)OC(=O)C1=CC2C(N=CN2)C=C1 3a,7a-dihydrobenzimidazole-5-carboxylic acid isopropyl ester